C[C@@H]1CNCC2N1CCC(C2)=O (4R)-4-methyloctahydro-8H-pyrido[1,2-a]pyrazin-8-one